TETRAHYDROPYRAZOLOPYRIDINE C1C2C(=CC=CN2)NN1